CS(=O)(=O)O[C@H](COCC1=CC=CC=C1)CSC(C1=CC=CC=C1)(C1=CC=CC=C1)C1=CC=CC=C1 (R)-1-(benzyl oxy)-3-(tritylthio)propan-2-yl methanesulfonate